FC(C(=O)O)(F)F.CC1CC2NC(C1)C2 Cis-3-methyl-6-azabicyclo[3.1.1]heptane trifluoroacetate